FC=1C(=C(C=CC1F)C(=O)N1CC(C1)C(=O)NOCC(CO)O)NC1=C(C=C(C=C1)I)F 1-({3,4-difluoro-2-[(2-fluoro-4-iodophenyl)amino]phenyl}carbonyl)-N-[(2,3-dihydroxypropyl)oxy]azetidine-3-carboxamide